(S)-N-(6-cyano-5-(trifluoromethyl)pyridin-3-yl)-3-((6-cyanopyridin-3-yl)oxy)-2-hydroxy-2-methylpropionamide C(#N)C1=C(C=C(C=N1)NC([C@@](COC=1C=NC(=CC1)C#N)(C)O)=O)C(F)(F)F